(2,2-dimethyl-4-oxo-3,8,11-trioxa-5-azatridecan-13-yl)glycine CC(C)(OC(NCCOCCOCCNCC(=O)O)=O)C